methyl N-[4-fluoro-2-[[(1S)-3-(methylamino)-1-[[(3S,5R)-5-methyl-2-oxo-pyrrolidin-3-yl]methyl]-2,3-dioxo-propyl]carbamoyl]phenyl]carbamate FC1=CC(=C(C=C1)NC(OC)=O)C(N[C@H](C(C(=O)NC)=O)C[C@H]1C(N[C@@H](C1)C)=O)=O